[Cl-].C(C=C)(=O)OCC[N+](C)(C)C acryloyloxyethyltrimethylammonium Chloride